C(C)(C)N1CCN2C(CC1=O)=CC(=N2)NC2=NC=C(C(=N2)NC2=C1CCNCC1=CC=C2)C(=O)N 2-((6-isopropyl-5-oxo-5,6,7,8-tetrahydro-4H-pyrazolo[1,5-d][1,4]diazepin-2-yl)amino)-4-((1,2,3,4-tetrahydroisoquinolin-5-yl)amino)pyrimidine-5-carboxamide